O.BrC=1C=C(C=CC1C(NS(=O)(=O)C1=CC(=C(C=C1)NCC1CCOCC1)[N+](=O)[O-])=O)N1CCN(CC1)C(=O)OC(C)(C)C tert-butyl 4-[3-bromo-4-([3-nitro-4-[(oxan-4-ylmethyl)amino]benzenesulfonyl]carbamoyl)phenyl]piperazine-1-carboxylate hydrate